2-[5-benzyloxy-2-cyclopropyl-1-(4-fluoro-3-methyl-phenyl)indol-3-yl]-3-phenyl-propanoic acid C(C1=CC=CC=C1)OC=1C=C2C(=C(N(C2=CC1)C1=CC(=C(C=C1)F)C)C1CC1)C(C(=O)O)CC1=CC=CC=C1